3-(2,3-dichlorophenyl)-6-(hexahydropyrrolo[3,4-c]pyrrol-2(1H)-yl)-5-(1,3,4-oxadiazol-2-yl)pyrazine butyl-((5-bromo-3-chlorothiophen-2-yl)methyl)carbamate C(CCC)N(C(O)=O)CC=1SC(=CC1Cl)Br.ClC1=C(C=CC=C1Cl)C=1C=NC(=C(N1)C=1OC=NN1)N1CC2CNCC2C1